ClC=1C(=NC(=NC1)C1=CC2=C(OC(O2)(F)F)C=C1Cl)C(=O)OC Methyl 5-chloro-2-(6-chloro-2,2-difluorobenzo[d][1,3]dioxol-5-yl)pyrimidine-4-carboxylate